(s)-9-(1-((6-chloro-2-(2-methyl-2H-tetrazol-5-yl)pyridin-3-yl)amino)ethyl)-4,7-dimethyl-N,N-bis(methyl-d3)-5-oxo-4,5-dihydroimidazo[1,5-a]quinazoline-3-carboxamide ClC1=CC=C(C(=N1)C=1N=NN(N1)C)N[C@@H](C)C=1C=C(C=C2C(N(C=3N(C12)C=NC3C(=O)N(C([2H])([2H])[2H])C([2H])([2H])[2H])C)=O)C